4-(bromomethyl)pyridin-2-amine hydrobromide Br.BrCC1=CC(=NC=C1)N